C(C)(C1=C(C(=CC(=C1)C(C)(C)C)C(C)(C)C)O)C1=C(C(=CC(=C1)C(C)(C)C)C(C)(C)C)O 2,2'-ethylidenebis(4,6-di-tert.butylphenol)